C(C)(C)(C)OC(N[C@@H]1CN(CC1)C(=O)C=1NC2=CC=C(C=C2C1)C=1C=NC(=C(C1)OCC1=C(C=CC=C1Cl)Cl)N)=O (1-{5-[6-amino-5-(2,6-dichloro-benzyloxy)-pyridin-3-yl]-1H-indole-2-carbonyl}-(3S)-pyrrolidin-3-yl)-carbamic acid tert-butyl ester